2-(butylamino)propionitrile hydrochloride Cl.C(CCC)NC(C#N)C